N-tert-butyl-2'-(3-methyl-1H-pyrrolo[2,3-b]pyridin-5-yl)-5',6'-dihydrospiro[azetidine-3,4'-pyrrolo[1,2-b]pyrazole]-1-carboxamide C(C)(C)(C)NC(=O)N1CC2(CCN3N=C(C=C32)C=3C=C2C(=NC3)NC=C2C)C1